O=C1NC(CCC1N1C(C2=C(C1)C=C(S2)CNC(C(CCC2=CC=CC=C2)=O)=O)=O)=O N-((5-(2,6-dioxopiperidin-3-yl)-6-oxo-5,6-dihydro-4H-thieno[2,3-c]pyrrol-2-yl)methyl)-2-oxo-4-phenylbutanamide